C[C@H]1CN(CCN1C)C=1C=C(C2=C(C1C)OC(C=1CN(CCC12)C(=O)C1=CC(=C(C=C1)NS(=O)(=O)C)OC(F)(F)F)=O)C N-[4-({8-[(3S)-3,4-Dimethylpiperazin-1-yl]-7,10-dimethyl-5-oxo-1,5-dihydro-2H-chromeno[3,4-c]pyridin-3(4H)-yl}carbonyl)-2-(trifluoromethoxy)phenyl]methansulfonamid